tert-butyl (R)-(1-aminopiperidin-3-yl)carbamate NN1C[C@@H](CCC1)NC(OC(C)(C)C)=O